N1=C(C=CC=C1)C1=NC(=CC(=N1)NCCC(=O)O)N1CCC2=C(CC1)C=CC=C2 N-[2-(2-pyridyl)-6-(1,2,4,5-tetrahydro-3H-3-benzazepine-3-yl)-4-pyrimidinyl]-beta-alanine